2-(4-methylpiperazin-1-yl)ethan-1-ol CN1CCN(CC1)CCO